5-((5-(2-(((1S,3R)-3-Aminocyclopentyl)oxy)phenyl)-1H-pyrazol-3-yl)amino)pyrazine-2-carbonitrile formic acid salt C(=O)O.N[C@H]1C[C@H](CC1)OC1=C(C=CC=C1)C1=CC(=NN1)NC=1N=CC(=NC1)C#N